BrC=1C=2N(C=C(C1)C1CC1)C=C(N2)CN2N=NC(=C2)C(=O)OC methyl 1-((8-bromo-6-cyclopropylimidazo[1,2-a]pyridin-2-yl)methyl)-1H-1,2,3-triazole-4-carboxylate